NC1=NC2=CC=C(C=C2C=C1C(C)C)C(=O)NN(C1=NC=CC=N1)C 2-amino-3-isopropyl-N'-methyl-N'-(pyrimidin-2-yl)quinoline-6-carbohydrazide